4-BROMO-2-(4'-ETHOXYPHENYL)-1-CHLOROBENZENE BrC1=CC(=C(C=C1)Cl)C1=CC=C(C=C1)OCC